[(2R,3R,4R,5R)-4-acetoxy-2-[(2,5-dioxopyrrolidin-1-yl)methyl]-5-[2-(2-methyl-propanoyl-amino)-6-oxo-1H-purin-9-yl]tetrahydrofuran-3-yl] acetate C(C)(=O)O[C@@H]1[C@H](O[C@H]([C@@H]1OC(C)=O)N1C=2N=C(NC(C2N=C1)=O)NC(C(C)C)=O)CN1C(CCC1=O)=O